COC(C(=C)C)=O.C(C=C)(=O)OCC ethyl acrylate methylmethacrylate